(S)-3-chloro-N-(3-(1-((2-ethyl-2H-pyrazolo[3,4-b]pyrazin-6-yl)amino)ethyl)phenyl)-4-(trifluoromethoxy)benzamide ClC=1C=C(C(=O)NC2=CC(=CC=C2)[C@H](C)NC=2C=NC=3C(N2)=NN(C3)CC)C=CC1OC(F)(F)F